methyl (R)-3-(6-(5-chloro-2-(((1R*,2S*,3R*,5S*)-2-hydroxy-8-oxabicyclo[3.2.1]octan-3-yl)amino)pyrimidin-4-yl)-4-fluoro-1-isopropyl-1H-benzo[d]imidazol-2-yl)pyrrolidine-1-carboxylate ClC=1C(=NC(=NC1)N[C@H]1[C@@H]([C@H]2CC[C@@H](C1)O2)O)C=2C=C(C1=C(N(C(=N1)[C@H]1CN(CC1)C(=O)OC)C(C)C)C2)F |o1:8,9,10,13|